(1aRS,7bSR)-5-{2-[2-(4-ethylpiperazin-1-yl)-ethyl]-4-fluorobenzenesulfonylamino}-1,1a,2,7b-tetrahydrocyclopropa[c]benzopyran-4-carboxylic acid C(C)N1CCN(CC1)CCC1=C(C=CC(=C1)F)S(=O)(=O)NC1=C(C2=C([C@@H]3[C@H](CO2)C3)C=C1)C(=O)O |r|